C(C)(=O)N[C@H](C)C1=CC=C(C=C1)NC1=NC=NC2=CC(=C(C=C12)OCCCCl)OC (R)-4-[4-(1-acetamidoethyl)phenylamino]-7-methoxy-6-(3-chloropropoxy)quinazoline